COC(=O)C1CC(C=2C(=NNC2C1)C1=CC(=CC=C1)OC(F)F)=O 3-(3-(difluoromethoxy)phenyl)-4-oxo-4,5,6,7-tetrahydro-1H-indazole-6-carboxylic acid methyl ester